aminopentanone hydrochloride Cl.NCC(CCC)=O